8'-bromo-2',3'-dihydro-1'H,5'H-spiro[cyclobutane-1,4'-pyrrolo[1,2-a][1,4]diazepin]-1'-one BrC=1C=C2N(CC3(CNC2=O)CCC3)C1